(2S)-2-[[(9H-fluoren-9-ylmethoxy)carbonyl]amino]-6-heptenoic acid C1=CC=CC=2C3=CC=CC=C3C(C12)COC(=O)N[C@H](C(=O)O)CCCC=C